4-[3,3-difluoro-4-[2-(1-piperidyl)ethoxy]pyrrolidin-1-yl]-6-(2,4-dimethoxypyrimidin-5-yl)pyrrolo[2,1-f][1,2,4]triazine FC1(CN(CC1OCCN1CCCCC1)C1=NC=NN2C1=CC(=C2)C=2C(=NC(=NC2)OC)OC)F